NC=1C2=C(N=CN1)N(C(=C2C2=NC=C(C=C2)OC2=CC=CC=C2)C#CC2CN(C2)C2CCN(CC2)C(C=C)=O)C 1-(4-(3-((4-amino-7-methyl-5-(5-phenoxypyridin-2-yl)-7H-pyrrolo[2,3-d]pyrimidin-6-yl)ethynyl)azetidin-1-yl)piperidin-1-yl)prop-2-en-1-one